ClC=1C=CC2=C(C(C[C@@H](O2)C(=O)NC23CC(C2)(C3)N3N=CC(=C3)N(CCCOC(F)(F)F)C)=O)C1 (2R)-6-chloro-N-[3-(4-{methyl[3-(trifluoromethoxy)propyl]amino}-1H-pyrazol-1-yl)bicyclo[1.1.1]pentan-1-yl]-4-oxo-3,4-dihydro-2H-1-benzopyran-2-carboxamide